2-chloro-4-(2,2-difluoroethoxy)-5-fluoro-pyrimidine ClC1=NC=C(C(=N1)OCC(F)F)F